ClC1=C(C(=O)NC2=CC(=C(C=C2)C)C2=CC3=C(N=C(N=C3)NC)N=C2C)C=CN=C1C(F)(F)F 3-chloro-N-(4-methyl-3-(7-methyl-2-(methylamino)pyrido[2,3-d]pyrimidin-6-yl)phenyl)-2-(trifluoromethyl)isonicotinamide